C(=C)P(OCCCl)(OCCCl)=O vinylphosphonic acid, bis(2-chloroethyl) ester